tert-butyl 5-methoxy-4-(((2S)-2-(4-(methoxycarbonyl) phenyl)-4-phenylpiperidin-1-yl) methyl)-7-methyl-1H-indole-1-carboxylate COC=1C(=C2C=CN(C2=C(C1)C)C(=O)OC(C)(C)C)CN1[C@@H](CC(CC1)C1=CC=CC=C1)C1=CC=C(C=C1)C(=O)OC